(R)-5-(2-(dimethylamino)ethoxy)-N-(1-(3-(1-isopropyl-1H-pyrazol-4-yl)-5-(1-((tetrahydro-2H-pyran-4-yl)methyl)-1H-pyrazol-4-yl)phenyl)ethyl)-2-methylbenzamide CN(CCOC=1C=CC(=C(C(=O)N[C@H](C)C2=CC(=CC(=C2)C=2C=NN(C2)CC2CCOCC2)C=2C=NN(C2)C(C)C)C1)C)C